[2-methoxy-4-(pyridin-2-yldiazenyl)phenyl]benzamide COC1=C(C=CC(=C1)N=NC1=NC=CC=C1)C1=C(C(=O)N)C=CC=C1